CC1=NC(=CC=C1NC(=O)[C@@H]1[C@H](CCCC1)C(=O)O)C1=C(C(=NO1)C)NC1=NC(=CN=C1)C=1C=NC=CC1 (1S,2S)-2-((2-methyl-6-(3-methyl-4-((6-(pyridin-3-yl)pyrazin-2-yl)amino)isoxazol-5-yl)pyridin-3-yl)carbamoyl)cyclohexane-1-carboxylic acid